C1(CC1)N1C(C(=CC=C1)NC(=O)C1=CC2=CN(N=C2C=C1OC(C)C)C1CCC(CC1)CO)=O N-(1-cyclopropyl-2-oxo-3-pyridyl)-2-[4-(hydroxymethyl)cyclohexyl]-6-isopropoxy-indazole-5-carboxamide